CC(C)(C)C1=CC(=CC(=C1O)C(C)(C)C)CN(C)C 2,6-di-tert-butyl-dimethylamino-p-cresol